di-tert-butyl 1-(4-nitropyridin-2-yl)hydrazine-1,2-dicarboxylate [N+](=O)([O-])C1=CC(=NC=C1)N(NC(=O)OC(C)(C)C)C(=O)OC(C)(C)C